C(=O)(OC(C)(C)C)N[C@@H](CC1=CC(=C(C=C1)O)O)C(=O)O Boc-3,4-dihydroxy-L-phenylalanine